CC(C=O)(C1=NC=CC=C1)C DIMETHYL-2-PYRIDINEACETALDEHYDE